(3-chloro-6-fluorobenzo[b]thiophen-2-yl)(isoquinolin-7-yl)methanone ClC=1C2=C(SC1C(=O)C1=CC=C3C=CN=CC3=C1)C=C(C=C2)F